COC(C(C)(C1=CC=C(C=C1)CC(C)C)[C@H]1O[C@@]([C@@H]([C@@H]1O)O)(C#N)C1=CC=C2C(=NC=NN21)N)=O ((2R,3S,4R,5R)-5-(4-Aminopyrrolo[2,1-f][1,2,4]triazin-7-yl)-5-cyano-3,4-dihydroxytetrahydrofuran-2-yl)-2-(4-isobutylphenyl)propionic acid methyl ester